N-Cyclopropyl-6-(((3-(5-(hydroxymethyl)isoxazol-3-yl)-[1,2,4]triazolo[3,4-a]phthalazin-6-yl)oxy)methyl)nicotinamid C1(CC1)NC(C1=CN=C(C=C1)COC1=NN2C(C3=CC=CC=C13)=NN=C2C2=NOC(=C2)CO)=O